N-[2-(2,6-dimethyl-phenyl)ethyl]hexanamide CC1=C(C(=CC=C1)C)CCNC(CCCCC)=O